lithium (2r,3r)-3-cyclopropyl-1-methylazepine-2-carboxylate C1(CC1)C1=C(N(C=CC=C1)C)C(=O)[O-].[Li+]